methyl-gonane CC1C[C@H]2CC[C@H]3[C@H]([C@@H]2C1)CCC4[C@@H]3CCCC4